NC=1C2=C(N=CN1)N(C(=C2C(=O)NC2=CC=C(C=C2)COC)C#CC2(COCC2)O)C2(CC2)C 4-amino-6-((3-hydroxytetrahydrofuran-3-yl)ethynyl)-N-(4-(methoxymethyl)phenyl)-7-(1-methylcyclopropyl)-7H-pyrrolo[2,3-d]pyrimidine-5-carboxamide